7-[2-(4-methyl-piperazin-1-yl)-ethoxyl]-imidazo[1,2-a]pyridin CN1CCN(CC1)CCOC1=CC=2N(C=C1)C=CN2